(S)-N-(4-(3-aminopiperidin-1-yl)-5-((1-(2,2,2-trifluoroethyl)-1H-pyrazol-4-yl)ethynyl)pyridin-2-yl)-2-(2-fluoro-6-methoxyphenyl)pyrimidin-4-amine N[C@@H]1CN(CCC1)C1=CC(=NC=C1C#CC=1C=NN(C1)CC(F)(F)F)NC1=NC(=NC=C1)C1=C(C=CC=C1OC)F